NC1=CC=C2CN(C(C2=C1)=O)[C@@H]1C[C@@H](CCC1)NC1=NN2C(C=CC(=C2N2CCCCC2)C=2C=NN(C2)C(C)OCC)=N1 6-amino-2-((1S,3R)-3-((6-(1-(1-ethoxyethyl)-1H-pyrazol-4-yl)-5-(piperidin-1-yl)-[1,2,4]triazolo[1,5-a]pyridin-2-yl)amino)cyclohexyl)isoindolin-1-one